CN1N=CC(=C1)C=1C=CC=2N(C1)N=CC2N2CCN(CC2)C(=O)OCC(C)(C)C 2,2-dimethylpropyl 4-[6-(1-methyl-1H-pyrazol-4-yl)pyrazolo[1,5-a]pyridin-3-yl]piperazine-1-carboxylate